ethyl 3-(3-bromophenyl)-3-(3-(1-ethyl-4-hydroxy-5-methyl-2-oxo-1,2-dihydropyridin-3-yl) ureido)propanoate BrC=1C=C(C=CC1)C(CC(=O)OCC)NC(=O)NC=1C(N(C=C(C1O)C)CC)=O